5-fluoro-4-(4,4,5,5-tetramethyl-1,3,2-dioxaborolan-2-yl)-1-((2-(trimethylsilyl)ethoxy)methyl)-1H-pyrazolo[3,4-b]pyridine FC=1C(=C2C(=NC1)N(N=C2)COCC[Si](C)(C)C)B2OC(C(O2)(C)C)(C)C